BrC=1C=CC(=C(C=O)C1)OCC1CCOCC1 5-bromo-2-((tetrahydro-2H-pyran-4-yl)methoxy)benzaldehyde